4-(4-propylphenoxy)aniline C(CC)C1=CC=C(OC2=CC=C(N)C=C2)C=C1